1-stearylpyridinium C(CCCCCCCCCCCCCCCCC)[N+]1=CC=CC=C1